C1(=CC=CC=C1)S(=O)(=O)/C=C/CNC(=O)C1=CC2=C(NC1=O)CCCCC2 N-[(2E)-3-(benzenesulfonyl)prop-2-en-1-yl]-2-oxo-1H,2H,5H,6H,7H,8H,9H-cyclohepta[b]pyridine-3-carboxamide